1,2-Bis(maleimido)ethane (S)-tert-butyl-2-((S)-2,2-dimethylcyclopropanecarbonyl)-2,6-diazaspiro[3.4]octane-8-carboxylate C(C)(C)(C)OC(=O)[C@@H]1CNCC12CN(C2)C(=O)[C@@H]2C(C2)(C)C.C2(C=CC(N2CCN2C(C=CC2=O)=O)=O)=O